O=C1NC(CCC1C1=CC(=C(C=C1)C1CCN(CC1)CC(=O)O)F)=O 2-[4-[4-(2,6-dioxo-3-piperidyl)-2-fluoro-phenyl]-1-piperidyl]acetic acid